C(#N)N1CCC(CC1)N1N=NC(=C1C)C1=CC=2N(C(=C1)O[C@H](C)C=1C=NC=CC1)C(=CN2)C#N 7-[1-(1-cyano-4-piperidyl)-5-methyl-triazol-4-yl]-5-[(1R)-1-(3-pyridyl)ethoxy]imidazo[1,2-a]pyridine-3-carbonitrile